CN1N=CC=C1C1CCN(CC1)C1CC2(C1)CN(CC2)C(=O)[O-] cis-2-[4-(1-methyl-1H-pyrazol-5-yl) piperidin-1-yl]-6-azaspiro[3.4]octane-6-carboxylate